(S)-3-(3-(4-hydroxy-1-methyl-2-oxo-1,2-dihydropyridin-3-yl)ureido)-3-(3-(4-methylthiophene-3-yl)phenyl)propanoic acid ethyl ester C(C)OC(C[C@@H](C1=CC(=CC=C1)C1=CSC=C1C)NC(=O)NC=1C(N(C=CC1O)C)=O)=O